(S)-(4-(4-methylpyrazolo[1,5-a]pyridin-2-yl)-6,7-dihydro-1H-imidazo[4,5-c]pyridin-5(4H)-yl)(5-(pyridin-2-yl)-1,3,4-oxadiazol-2-yl)methanone CC=1C=2N(C=CC1)N=C(C2)[C@H]2N(CCC1=C2N=CN1)C(=O)C=1OC(=NN1)C1=NC=CC=C1